CCOCCOCCOCC ETHYLDIGLYME